2-(3,5-difluorophenoxy)-6-azaspiro[3.5]nonane hydrochloride Cl.FC=1C=C(OC2CC3(C2)CNCCC3)C=C(C1)F